CC1C(OC2C1CCC(C2)C)=O 3,6-dimethyl-3a,4,5,6,7,7a-hexahydro-3H-1-benzofuran-2-one